4-((5-(dimethylamino)thiophen-2-yl)methylene)-3-(4-(trifluoromethyl)phenyl)isoxazol-5(4H)-one CN(C1=CC=C(S1)C=C1C(=NOC1=O)C1=CC=C(C=C1)C(F)(F)F)C